3-[2-cyclopropyl-7-(dimethylamino)-5-oxo-[1,3]thiazolo[4,5-d]pyrimidin-4-yl]-N-(3-fluorophenyl)benzamide thulium [Tm].C1(CC1)C=1SC2=C(N(C(N=C2N(C)C)=O)C=2C=C(C(=O)NC3=CC(=CC=C3)F)C=CC2)N1